perfluorodecyl-tetralone FC1(C(C2=C(C(=C(C(=C2C(C1(F)F)(F)F)F)F)F)F)=O)C(C(C(C(C(C(C(C(C(C(F)(F)F)(F)F)(F)F)(F)F)(F)F)(F)F)(F)F)(F)F)(F)F)(F)F